ClC=1C=CC2=C(N=C(O2)N2CCC3(CC2)CCC(CC3)NC(=O)[C@H]3CS(CC3)(=O)=O)C1 (3S)-N-[3-(5-chloro-1,3-benzoxazol-2-yl)-3-azaspiro[5.5]undecan-9-yl]-1,1-dioxo-thiacyclopentane-3-carboxamide